7-bromo-5,8-difluoro-2-(methylthio)quinazolin-4-ol BrC1=CC(=C2C(=NC(=NC2=C1F)SC)O)F